FC(C1(CCC1)OCC=O)(F)F 2-(1-(trifluoromethyl)cyclobutoxy)acetaldehyde